COCC1=CC=C(C=N1)CC(=O)O 2-(6-(methoxymethyl)pyridin-3-yl)acetic acid